vinyltris(ethoxymethoxy)silane C(=C)[Si](OCOCC)(OCOCC)OCOCC